ClC1=NC(=CC(=C1)C(=O)NC)C 2-chloro-N,6-dimethyl-pyridine-4-carboxamide